butyl 6,7-dihydro-1H-pyrazolo[4,3-c]pyridine-5(4H)-carboxylate N1N=CC=2CN(CCC21)C(=O)OCCCC